2,4,6-trimethylbenzoylphenylphosphonic acid chloride CC1=C(C(=O)C2=C(C=CC=C2)P(=O)(Cl)Cl)C(=CC(=C1)C)C